O=C1NC(CCC1C1=C(CN(C2CCN(CC2)C2=CC=C(C(=O)NC=3C4=C(NN3)CN(C4)C([C@@H](C4=CC=CC=C4)OC)=O)C=C2)C)C=CC=C1)=O 4-(4-((2-(2,6-dioxopiperidin-3-yl)benzyl)(methyl)amino)piperidin-1-yl)-N-(5-((R)-2-methoxy-2-phenylacetyl)-1,4,5,6-tetrahydropyrrolo[3,4-c]pyrazol-3-yl)benzamide